ClC1=CC(=C(C=C1)C1NC2=C(OC1)C(=CC=C2)C2CCN(CC2)CC2=NC=1C(=NC(=CC1)C(=O)O)N2C[C@H]2OCC2)F 2-((4-(3-(4-Chloro-2-fluorophenyl)-3,4-dihydro-2H-benzo[b][1,4]oxazin-8-yl)piperidin-1-yl)methyl)-3-(((S)-oxetan-2-yl)methyl)-3H-imidazo[4,5-b]pyridine-5-carboxylic acid